(5R)-5-[(1R,3aS,3bS,5aR,6R,7S,9aR,9bS,11aR)-7-acetoxy-4,4-difluoro-6-hydroxy-9a,11a-dimethylhexadecahydro-1H-cyclopenta[1,2-a]phenanthren-1-yl]-1-(2,6-difluorophenyl)hexyl acetate C(C)(=O)OC(CCC[C@@H](C)[C@H]1CC[C@@H]2[C@@]1(CC[C@@H]1[C@]3(CC[C@@H]([C@@H]([C@@H]3CC([C@@H]21)(F)F)O)OC(C)=O)C)C)C2=C(C=CC=C2F)F